3-(3-fluorophenyl)-1-tosyl-1H-pyrrole FC=1C=C(C=CC1)C1=CN(C=C1)S(=O)(=O)C1=CC=C(C)C=C1